NC1=C(C(=NN1C(C(F)(F)F)C)C1=C2C=CNC2=C(C=C1)CNC(C1=C(C=CC(=C1)F)OC)=O)C#N N-((4-(5-Amino-4-cyano-1-(1,1,1-trifluoropropan-2-yl)-1H-pyrazol-3-yl)-1H-indol-7-yl)methyl)-5-fluoro-2-methoxybenzamide